COC=1C=C(CC2(C(CC(N2)=O)=O)C)C=CC1OC L-5-(3,4-dimethoxybenzyl)-5-methylpyrrolidine-2,4-dione